[Br-].CN1C(C(C2=CC=CC=C12)[N+]1=CC(=CC=C1)C(C)=O)=O 1-(2,3-dihydro-1-methyl-2-oxo-1H-indol-3-yl)-3-(acetyl)-pyridinium bromide